bis(N-allylamino)allylsilane C(C=C)NC(=CC[SiH3])NCC=C